C(=O)NCC(C)(C)S(=O)(=O)C1(CC1)CN1C(C2=C(CC1)C(=NN2C)C(=O)N)=O 6-((1-((1-formamido-2-methylpropan-2-yl)sulfonyl)cyclopropyl)methyl)-1-methyl-7-oxo-4,5,6,7-tetrahydro-1H-pyrazolo[3,4-c]pyridine-3-carboxamide